C(C1=C(C(=CC2=CC=CC=C12)C(C)C)O)C1=C(C(=CC2=CC=CC=C12)C(C)C)O 1,1'-methylenebis(3-isopropylnaphthalen-2-ol)